C(C1=CC=CC=C1)(C1=CC=CC=C1)(C1=CC=CC=C1)NC(C=C)=O N-trityl-acrylamide